FC(C(C(=O)Cl)(C)C)(F)F 3,3,3-trifluoro-2,2-dimethylpropanoyl chloride